4-[(2,3-Diethylphenoxymethylthio)methyl]1,3-dihydroimidazole-2-thione C(C)C1=C(OCSCC=2NC(NC2)=S)C=CC=C1CC